(S)-2-(4-(6-((4-chloro-2-fluorobenzyl)oxy)pyridin-2-yl)-3-fluorobenzyl)-7-fluoro-1-(oxetan-2-ylmethyl)-1H-benzo[d]imidazole-6-carboxylic acid ClC1=CC(=C(COC2=CC=CC(=N2)C2=C(C=C(CC3=NC4=C(N3C[C@H]3OCC3)C(=C(C=C4)C(=O)O)F)C=C2)F)C=C1)F